COC(=O)C1=CC=CC=N1 Pyridine-6-carboxylic acid methyl ester